C1(=CC=CC=C1)[C@H](C)N[C@@H]1C(NC2=C(CC1)C=CC=C2)=O (3S)-3-[[(1S)-1-phenylethyl]amino]-1,3,4,5-tetrahydro-1-benzazepin-2-one